(S)-1-(methylamino)-1-oxodecan-4-ylacetate CNC(CC[C@H](CCCCCC)CC(=O)[O-])=O